FC(C1=NN=C(O1)C1=CC(=C(CN(C(=S)N2[C@@H]3CN([C@H](C2)C3)C3COC3)C3=CC(=C(C=C3)F)F)C=C1)F)F (1S,4S)-N-(4-(5-(difluoromethyl)-1,3,4-oxadiazol-2-yl)-2-fluorobenzyl)-N-(3,4-difluorophenyl)-5-(oxetan-3-yl)-2,5-diazabicyclo[2.2.1]heptane-2-thioamide